(2-hydroxyphenyl)-4H-[1,3]-benzoxazine-4-one OC1=C(C=CC=C1)C=1OC2=C(C(N1)=O)C=CC=C2